O=C1N=C2N=C(N=C(C2=N1)C)C 8-oxo-dimethylpurine